N-((R)-2-(1-methyl-1H-indol-3-yl)-2-((R)-3-phenylpyrrolidin-1-yl)ethyl)-1H-indole-6-sulfonamide CN1C=C(C2=CC=CC=C12)[C@H](CNS(=O)(=O)C1=CC=C2C=CNC2=C1)N1C[C@H](CC1)C1=CC=CC=C1